C(=C)C#CC=C DIVINYLACETYLENE